tert-butyl 7-[4-(3-chloro-2-fluoro-anilino)pyrido[3,2-d]pyrimidin-6-yl]-1,7-diazaspiro[3.4]octane-1-carboxylate ClC=1C(=C(NC=2C3=C(N=CN2)C=CC(=N3)N3CCC2(CCN2C(=O)OC(C)(C)C)C3)C=CC1)F